BrC1=CC(=NC=C1)CN1[C@@H](CN(CC2=C1C=CC=C2OC)S(=O)(=O)C(F)(F)F)CCC2=CC=CC=C2 (R)-1-((4-bromopyridin-2-yl)methyl)-6-methoxy-2-phenethyl-4-((trifluoromethyl)sulfonyl)-2,3,4,5-tetrahydro-1H-benzo[e][1,4]diazepine